methyl N-[5-[5-[(4-fluoro-3-methoxy-phenyl)-methyl-carbamoyl]imidazo[4,5-b]pyridin-3-yl]-2-pyridyl]carbamate FC1=C(C=C(C=C1)N(C(=O)C1=CC=C2C(=N1)N(C=N2)C=2C=CC(=NC2)NC(OC)=O)C)OC